F[C@@H]1C(NC(C[C@@H]1N1CCC2=C1N=NC(=C2)C=2C(=CC1=C(C(=CC(O1)=O)C)C2)O)(C)C)(C)C 6-{7-[(3S,4S)-3-fluoro-2,2,6,6-tetramethylpiperidin-4-yl]-6,7-dihydro-5H-pyrrolo[2,3-c]pyridazin-3-yl}-7-hydroxy-4-methyl-2H-1-benzopyran-2-one